Cl.Cl.Cl.N[C@H](C(=O)O)CCCNCCCCCN (S)-2-amino-5-((5-aminopentyl)amino)pentanoic acid trihydrochloride